Hexamethyl-dimethoxytrisilane C[Si]([Si]([Si](C)(C)C)(OC)OC)(C)C